ClC1=NC(=NC(=C1F)Cl)SC 4,6-dichloro-5-fluoro-2-(methylthio)pyrimidine